2-(2-Oxabicyclo[2.1.1]hex-4-yl)-6-ethylpyrimidin-4(3H)-one C12OCC(C1)(C2)C2=NC(=CC(N2)=O)CC